N,N,N-Trimethyl-2-[(1-oxo-2-propen-1-yl)amino]butanaminium hydroxide [OH-].C[N+](CC(CC)NC(C=C)=O)(C)C